2-((1R,5S)-3,8-diazabicyclo[3.2.1]oct-3-yl)-N-(5-methyl-1H-pyrazol-3-yl)pyrimidin-4-amine trifluoroacetate FC(C(=O)O)(F)F.[C@H]12CN(C[C@H](CC1)N2)C2=NC=CC(=N2)NC2=NNC(=C2)C